aminoethyl-dimethylamine NCCN(C)C